NC1=C2NC(N(C2=NC(=N1)OCCCC)CC1=CC=C(C=C1)CN)=O 6-Amino-9-(4-(aminomethyl)benzyl)-2-butoxy-7H-purin-8(9H)-one